ClC1=CC(=C(COC2=CC=CC(=N2)C2CCN(CC2)CC2=NC3=C(N2C)C=C(C=C3OC)C(=O)O)C=C1)OC 2-((4-(6-((4-Chloro-2-methoxybenzyl)oxy)pyridin-2-yl)piperidin-1-yl)methyl)-4-methoxy-1-methyl-1H-benzo[d]imidazole-6-carboxylic acid